2-(3-azaspiro[5.5]undecan-9-yl)acetic acid, ethyl ester C1CNCCC12CCC(CC2)CC(=O)OCC